METHYL-2-METHYL-tetralone (CIS-ISOBUTYRATE) C(C(C)C)(=O)O.CC1(C(C2=CC=CC=C2CC1)=O)C